2-chloro-5-fluoro-1-isocyanato-3,4-dimethoxybenzene ClC1=C(C=C(C(=C1OC)OC)F)N=C=O